C1(CCC1)C[C@H](C(=O)N1CC2(CCCC2)[C@@](CC1)(O)CN1C=C(C(=CC1=O)C1=CC=CC=C1)C(=O)N(C)C)C 1-(((R)-7-((R)-3-cyclobutyl-2-methylpropanoyl)-10-hydroxy-7-azaspiro[4.5]decan-10-yl)methyl)-N,N-dimethyl-6-oxo-4-phenyl-1,6-dihydropyridine-3-carboxamide